CN1C(=NC(=C1)C(F)(F)F)C1=CC=C(C=C1)[C@@](C)(O)C1=CNC2=C1N=C(N=C2)C=2C(=NC=CC2)OCC(F)(F)F (R)-1-[4-[1-methyl-4-(trifluoromethyl)imidazol-2-yl]phenyl]-1-[2-[2-(2,2,2-trifluoroethoxy)-3-pyridyl]-5H-pyrrolo[3,2-d]pyrimidin-7-yl]ethanol